5-(2-chloro-6-((1R,6R)-6-(methylamino)cyclohex-3-en-1-yl)-4-((thiophen-2-ylmethyl)amino)thieno[3,2-d]pyrimidin-7-yl)pent-4-yn-1-ol ClC=1N=C(C2=C(N1)C(=C(S2)[C@@H]2CC=CC[C@H]2NC)C#CCCCO)NCC=2SC=CC2